pyridine-5-sulfonamide N1=CC=CC(=C1)S(=O)(=O)N